BrC1=C(C=CC=C1)C(C(CCO)C)O (2-bromophenyl)-2-methylbutane-1,4-diol